methyl (S)-2-(4-(3'-amino-4'-fluoro-[1,1'-biphenyl]-4-yl)-2,3,9-trimethyl-6H-thieno[3,2-f][1,2,4]triazolo[4,3-a][1,4]diazepin-6-yl)acetate NC=1C=C(C=CC1F)C1=CC=C(C=C1)C1=N[C@H](C=2N(C3=C1C(=C(S3)C)C)C(=NN2)C)CC(=O)OC